C(C)(C)C=1C2=C(C(N(N1)C1(CC1)C(=O)OC)=O)SC(=C2)NC Methyl 1-[4-isopropyl-2-(methyl amino)-7-oxo-thieno[2,3-d]pyridazin-6-yl]cyclopropanecarboxylate